C(C)C1=NC(=CC=C1N1C([C@@H](CCC1)CC(=O)O)=O)C=1N=NN(C1CN1C(C=CC(=C1)CCC)=O)C (S)-2-(1-(2-ethyl-6-(1-methyl-5-((2-oxo-5-propylpyridin-1(2H)-yl)methyl)-1H-1,2,3-triazol-4-yl)pyridin-3-yl)-2-oxopiperidin-3-yl)acetic acid